C(C)(=O)OC1(CN(C1)CC1=CC(=C(C=C1)Br)F)C 1-(4-bromo-3-fluorobenzyl)-3-methylazetidin-3-yl acetate